COC1=C(C=CC(=C1)C)S(=O)(=O)N 2-methoxy-4-methylbenzene-1-sulfonamide